[2-(Diethoxymethyl)phenyl]{4-fluoro-2-[(propan-2-ylideneamino)-oxy]phenyl}methanone C(C)OC(C1=C(C=CC=C1)C(=O)C1=C(C=C(C=C1)F)ON=C(C)C)OCC